4-[2-(4-aminopiperidin-1-yl)-5-(4-methylphenyl)pyrimidin-4-yl]benzonitrile NC1CCN(CC1)C1=NC=C(C(=N1)C1=CC=C(C#N)C=C1)C1=CC=C(C=C1)C